O=C1C=CN=C2N1NC=C2C#N 7-oxo-pyrazolo[1,5-a]pyrimidine-3-carbonitrile